CC=1C=CC(=NC1C)C(=O)NC1=CC(=CC=C1)[C@H](C)SC1=NN=CN1C (S)-5,6-Dimethyl-N-(3-(1-((4-methyl-4H-1,2,4-triazol-3-yl)thio)ethyl)phenyl)picolinamide